N-((3R,5R)-5-fluoro-1-methylpiperidin-3-yl)-1-(2-fluoro-4-(trifluoromethoxy)phenyl)-7,8-dihydro-5H-pyrano[3,4-d]pyridazin-4-amine F[C@@H]1C[C@H](CN(C1)C)NC=1N=NC(=C2C1COCC2)C2=C(C=C(C=C2)OC(F)(F)F)F